5-amino-8-(2,6-dimethyl-4-pyridinyl)-2-isopentyl-7-phenyl-[1,2,4]triazolo[4,3-c]pyrimidin-3-one NC1=NC(=C(C=2N1C(N(N2)CCC(C)C)=O)C2=CC(=NC(=C2)C)C)C2=CC=CC=C2